(E,E)-10,12-Tetradecadien CCCCCCCCC\C=C\C=C\C